1H-pyrrolo[3,2-b]pyridine-3-carbonitrile N1C=C(C2=NC=CC=C21)C#N